OCC(CO)(CO)CO 2,2-bis-hydroxymethyl-1,3-propanediol